C(=O)C=1C=CC=2NC3=CC=CC=C3OC2C1 3-Formylphenoxazine